N-((1-(4-(5-(trifluoromethyl)-1,2,4-oxadiazol-3-yl)phenyl)-1H-imidazol-4-yl)methyl)acetamide FC(C1=NC(=NO1)C1=CC=C(C=C1)N1C=NC(=C1)CNC(C)=O)(F)F